C(C)(C)(C)OC(=O)N1[C@@H](C[C@H](C1)CC1=CC=C(C=C1)C)C(NCC=1C=C2C=NN(C2=CC1)C)=O.BrC=1C=C(C(=NC1)O)OCC(=O)C1=NC=C(C=C1)C1CC1 2-((5-bromo-2-hydroxypyridin-3-yl)oxy)-1-(5-cyclopropylpyridin-2-yl)ethan-1-one tert-Butyl-(2S,4R)-2-[(1-methylindazol-5-yl)methylcarbamoyl]-4-(p-tolylmethyl)pyrrolidine-1-carboxylate